pentacosyl eicos-13-enoate C(CCCCCCCCCCCC=CCCCCCC)(=O)OCCCCCCCCCCCCCCCCCCCCCCCCC